Cl.CC1=NC(=NC(=C1)C)N1CC2C(C1)CN(C2)C(=O)C2=C(C=CC=C2N2N=CC=N2)F [5-(4,6-dimethyl-pyrimidin-2-yl)-hexahydro-pyrrolo[3,4-c]pyrrol-2-yl]-(2-fluoro-6-[1,2,3]triazol-2-yl-phenyl)-methanone hydrochloride